CS(=O)(=O)N1C(CC(C1)C1=CC=CC=C1)CSC1=CC=C(C(=O)O)C=C1 4-(((1-(methylsulfonyl)-4-phenylpyrrolidin-2-yl)methyl)thio)benzoic acid